CS(=O)[S+](S(=O)C)S(=O)C.IC iodomethane trimethylsulfinyl-sulfonium salt